tert-butyl (R)-(6-fluoro-11-oxo-2,3,10,11-tetrahydro-1H,5H-benzo[d]pyrazolo[1,2-a][1,2]diazepin-10-yl)carbamate FC1=CC=CC2=C1CN1N(C([C@@H]2NC(OC(C)(C)C)=O)=O)CCC1